Cl.Cl.FC=1C=C(C=CC1OC)C1=NC2=C(N1)C=C(C=C2C)C2CCNCC2 2-(3-fluoro-4-methoxyphenyl)-4-methyl-6-(piperidin-4-yl)-1H-benzo[d]imidazole dihydrochloride